S1C(=CC=C1)C1=CSC=C1C=1SC=CC1 2,3':4',2''-Terthiophene